BrC=1C=C(C(=NC1)N1CC(C1)N(C)CC)N 5-Bromo-2-(3-(ethyl(methyl)amino)azetidin-1-yl)pyridin-3-amine